C(C)C(C(=O)O)C.C(CC)(=O)OCC Ethyl Propionate (ethyl propanoate)